5-(4-methoxybenzyl)-8-(4-methylpyridin-3-yl)-2,3-dihydrobenzo[b][1,4]oxazepin-4(5H)-one COC1=CC=C(CN2C3=C(OCCC2=O)C=C(C=C3)C=3C=NC=CC3C)C=C1